NCCN1C(C2=CC=CC=3C2=C(C1=O)C=CC3Br)=O 2-(2-aminoethyl)-6-bromo-1H-benzo[de]isoquinoline-1,3(2H)-dione